tert-butyl (S)-(1-(3-(4-chloro-1-methyl-3-(methylsulfonamido)-1H-indazol-7-yl)quinoxalin-2-yl)-2-(3,5-difluorophenyl)ethyl)carbamate ClC1=C2C(=NN(C2=C(C=C1)C=1C(=NC2=CC=CC=C2N1)[C@H](CC1=CC(=CC(=C1)F)F)NC(OC(C)(C)C)=O)C)NS(=O)(=O)C